BrC1=CC=C(C=C1)C1=NC(=NC(=N1)C=1C=CC2=C(OC3=C2C=CC=C3)C1)C1=CC=CC=C1 2-(4-bromophenyl)-4-(dibenzo[b,d]furan-3-yl)-6-phenyl-1,3,5-triazine